(1R,3S,7R,8R,9R,10R,11S,12R,Z)-8-amino-3-ethynyl-7-methyl-13-oxa-2-thiabicyclo[7.3.1]tridec-5-ene-10,11,12-triol hydrochloride Cl.N[C@@H]1[C@@H](\C=C/C[C@H](S[C@@H]2[C@@H]([C@H]([C@H]([C@@H]1O2)O)O)O)C#C)C